ClC1=NC=CC=C1C=1C=NC(=NC1)N1CC(C1)(F)F 5-(2-chloropyridin-3-yl)-2-(3,3-difluoroazetidin-1-yl)pyrimidine